1-(5-methoxy-3-methylpyridin-2-yl)ethan-1-one COC=1C=C(C(=NC1)C(C)=O)C